C(CCC)OC1=CC=C(CN2C[C@@H](C([C@@H](C2)O)O)O)C=C1 (3S,4r,5R)-1-(4-butoxybenzyl)piperidine-3,4,5-triol